tert-Butyl 3-(5-(5-(thiophen-2-yl)isoxazole-3-carboxamido)pentyl)-3,8-diazabicyclo[3.2.1]octane-8-carboxylate S1C(=CC=C1)C1=CC(=NO1)C(=O)NCCCCCN1CC2CCC(C1)N2C(=O)OC(C)(C)C